C(C)[N+](S([N-]C(=O)OC)(=O)=O)(CC)CC 3,3,3-triethyl-1-(methoxycarbonyl)diazathian-3-ium-1-ide 2,2-dioxide